O1CC[C@H]2N(CC[C@H]21)C2=NC(=NC(=C2)N2N=C(C=C2)C2=CC(=CC=C2)C)C=O 4-[(3aR,6aR)-hexahydro-2H-furo[3,2-b]pyrrol-4-yl]-6-[3-(3-methylphenyl)-1H-pyrazol-1-yl]pyrimidine-2-carbaldehyde